6-((benzyloxy)methyl)-2-methoxytetrahydro-2H-pyran-3-amine C(C1=CC=CC=C1)OCC1CCC(C(O1)OC)N